2-(azetidin-3-yl)-5-chloro-1,3-benzothiazole N1CC(C1)C=1SC2=C(N1)C=C(C=C2)Cl